C(C1=CC=CC=C1)C=1C=CC(=C(C1)C1=CC(=CC=C1)CC1(CC1)C(=O)O)C(N)=O 1-((5'-benzyl-2'-carbamoyl-biphenyl-3-yl)methyl)cyclopropanecarboxylic acid